C1=CC=CC2=CC3=CC=CC=C3C(=C12)C1=CC(=NC=C1)F 4-(anthracen-9-yl)-2-fluoropyridine